2-((4-((tetrahydro-2H-pyran-4-yl)amino)quinazolin-8-yl)phenyl)acrylamide O1CCC(CC1)NC1=NC=NC2=C(C=CC=C12)C1=C(C=CC=C1)C(C(=O)N)=C